O[C@@H]([C@H](CO[C@H]1O[C@@H]([C@@H]([C@@H]([C@H]1O)O)O)CO)NC(CCCCCCCCCCCC12CC(C1)(C2)F)=O)[C@@H](CCCCCCCCCCCCCC)O N-((2S,3S,4R)-3,4-dihydroxy-1-(((2S,3R,4S,5R,6R)-3,4,5-trihydroxy-6-(hydroxymethyl)tetrahydro-2H-pyran-2-yl)oxy)octadecan-2-yl)-12-(3-fluorobicyclo[1.1.1]pentan-1-yl)dodecanamide